2-(piperidin-1-yl)ethyl 2-(3,5-dichlorophenyl)benzo[d]oxazole-6-carboxylate ClC=1C=C(C=C(C1)Cl)C=1OC2=C(N1)C=CC(=C2)C(=O)OCCN2CCCCC2